BrC=1C(=CC=C2C3=C(N(C12)COCC[Si](C)(C)C)CCCCC3=O)C#N 4-bromo-5-((2-(trimethylsilyl)ethoxy)methyl)-6,7,8,9-tetrahydrocyclohepta[b]indole-10(5H)-one-3-carbonitrile